N-methyl-1-[4-[[8-methyl-6-(5-methyl-4-prop-2-enoyl-2,3-dihydroquinoxalin-1-yl)-7-oxo-pyrido[2,3-d]pyrimidin-2-yl]amino]phenyl]methanesulfonamide CNS(=O)(=O)CC1=CC=C(C=C1)NC=1N=CC2=C(N1)N(C(C(=C2)N2CCN(C1=C(C=CC=C21)C)C(C=C)=O)=O)C